bromo-3'-oxo-3'H-spiro[azetidine-3,1'-isobenzofuran]-1-carboxylic acid tert-butyl ester C(C)(C)(C)OC(=O)N1CC2(OC(C3=C(C=CC=C23)Br)=O)C1